2-[5-[3-[[(3S)-4-(3,3-difluorocyclopentanecarbonyl)-3-methyl-piperazin-1-yl]methyl]-2,5-dimethyl-anilino]-1,3,4-oxadiazol-2-yl]acetonitrile FC1(CC(CC1)C(=O)N1[C@H](CN(CC1)CC=1C(=C(NC2=NN=C(O2)CC#N)C=C(C1)C)C)C)F